tert-Butyl (4S)-4-[3-[[6-[(6-tert-butyl-2-fluoro-pyridine-3-carbonyl)sulfamoyl]-2-pyridyl]amino]pent-4-enyl]-2,2-dimethyl-pyrrolidine-1-carboxylate C(C)(C)(C)C1=CC=C(C(=N1)F)C(=O)NS(=O)(=O)C1=CC=CC(=N1)NC(CC[C@H]1CC(N(C1)C(=O)OC(C)(C)C)(C)C)C=C